C(C)(C)OC(NCC(C1=CC=C(C=C1)C(F)(F)F)N1[C@@H](CN([C@H](C1)CC)C=1C2=C(N(C(N1)=O)C)C=CC(=N2)C#N)CC)=O (2-((2R,5S)-4-(6-cyano-1-methyl-2-oxo-1,2-dihydropyrido[3,2-d]pyrimidin-4-yl)-2,5-diethylpiperazin-1-yl)-2-(4-(trifluoromethyl)phenyl)ethyl)carbamic acid isopropyl ester